FC1=C(C=CC(=C1)C(F)(F)F)CNC1CN(C1)C(=O)N1C[C@@H](CC1)C1=NC=NN1 [3-[[2-Fluoro-4-(trifluoromethyl)phenyl]methylamino]azetidin-1-yl]-[(3R)-3-(1H-1,2,4-triazol-5-yl)pyrrolidin-1-yl]methanone